C1NCC12CC(C2)/C=C/C=2C(=NOC2C2CC2)C=2C(=NC=CC2)C(F)(F)F (E)-4-(2-(2-azaspiro[3.3]hept-6-yl)vinyl)-5-cyclopropyl-3-(2-(trifluoromethyl)pyridin-3-yl)isoxazole